((4S,5S)-5-(2-fluorophenyl)-2-phenyl-1,3-dioxolan-4-yl)methyl sulfamate S(N)(OC[C@@H]1OC(O[C@H]1C1=C(C=CC=C1)F)C1=CC=CC=C1)(=O)=O